FC1=C(C=CC(=C1)C)S(=O)(=O)Cl 2-Fluoro-4-methylbenzen-sulfonylchlorid